4-((2,6-difluoro-4-(4-morpholino-1H-imidazol-1-yl)benzyl)oxy)phenyl sulfurofluoridate S(OC1=CC=C(C=C1)OCC1=C(C=C(C=C1F)N1C=NC(=C1)N1CCOCC1)F)(=O)(=O)F